FC1=CC=C(C=C1)NC(C1=CC=C(C=C1)C)=O N-(4-fluorophenyl)-4-methylbenzamide